2-(3-((2-phenylpyrimidin-5-yl)oxy)pyrrolidin-1-yl)acetamide C1(=CC=CC=C1)C1=NC=C(C=N1)OC1CN(CC1)CC(=O)N